((2-methyl-6-(trifluoromethyl)pyridin-3-yl)sulfonyl)-N-(tetrahydro-2H-pyran-4-yl)-1-oxa-8-azaspiro[4.5]decan-3-amine CC1=NC(=CC=C1S(=O)(=O)C1OC2(CC1NC1CCOCC1)CCNCC2)C(F)(F)F